FC(C1=CC=C(C=C1)[C@H]1N(C[C@@H](CC1)C)C(C(=O)NC=1C=C(C=NC1)C(=O)N)=O)F 5-[[2-[(2S,5R)-2-[4-(difluoromethyl)phenyl]-5-methyl-1-piperidyl]-2-oxo-acetyl]amino]pyridine-3-carboxamide